FC1=C(C(=CC(=C1)I)F)NC(=O)N[C@]1(C=2C=NN(C2CCC1)COCC[Si](C)(C)C)CC(=O)OC Methyl 2-[(4S)-4-[(2,6-difluoro-4-iodo-phenyl)carbamoylamino]-1-(2-trimethylsilylethoxymethyl)-6,7-dihydro-5H-indazol-4-yl]acetate